C(#N)C1=C(C=CC=C1)CS(=O)(=O)NC1=C(C(=C(C=C1F)OC1=NC=CC=C1C1=NC(=NC=C1)N[C@@H]1CNC[C@H](C1)F)F)F 1-(2-cyanophenyl)-N-[2,3,6-trifluoro-4-[[3-[2-[[(3S,5S)-5-fluoro-3-piperidyl]amino]pyrimidin-4-yl]-2-pyridyl]oxy]phenyl]methanesulfonamide